BrC1=CC(=CC(=N1)NC(CCC)O)CS(=O)(=O)C (6-bromo-4-((methylsulfonyl)methyl)pyridin-2-ylamino)butan-1-ol